N1(CCCC2=CC=CC=C12)S(=O)(=O)C1=CC=C(C(=O)NC=2SC=C(N2)C2=NC=CC=C2)C=C1 4-(3,4-dihydroquinolin-1(2H)-ylsulfonyl)-N-(4-(pyridin-2-yl)thiazol-2-yl)benzamide